(R)-6-(4-(1-acetyl-4-acryloyl-6,6-dimethylpiperazin-2-yl)-6-chloropyridin-2-yl)-N,2-dimethylpyrimidine-4-carboxamide C(C)(=O)N1[C@@H](CN(CC1(C)C)C(C=C)=O)C1=CC(=NC(=C1)Cl)C1=CC(=NC(=N1)C)C(=O)NC